ClC1=CC(=C(C=C1)C1=NC(=NC2=C1N=C(N(C2=O)C)C)N2C[C@@H](N(CC2)CCF)C=2C=NN(C2)C)F 8-(4-chloro-2-fluorophenyl)-6-[(3S)-4-(2-fluoroethyl)-3-(1-methyl-1H-pyrazol-4-yl)piperazin-1-yl]-2,3-dimethyl-3H,4H-pyrimido[5,4-d][1,3]diazin-4-one